ClC1=C(C=C(C=C1)Cl)C1=NC(=NC=C1)C(=O)NC1=C(C(=CC=C1C)CO)C 4-(2,5-dichlorophenyl)-N-[3-(hydroxymethyl)-2,6-dimethylphenyl]pyrimidine-2-carboxamide